BrC=1C=C(CN2C(=NC3=C2C=CC=C3)NC(=O)NC3=CC(=CC=C3)C(F)(F)F)C=CC1 1-(1-(3-Bromobenzyl)-1H-benzo[d]imidazol-2-yl)-3-(3-(trifluoromethyl)phenyl)urea